tert-butyl ((R)-1-oxo-1-((4-(((S)-2-oxo-4-(trifluoromethyl)imidazolidin-1-yl)methyl)pyridin-2-yl)amino)-3-((1,1,1-trifluoro-2-methylpropan-2-yl)oxy)propan-2-yl)carbamate O=C([C@@H](COC(C(F)(F)F)(C)C)NC(OC(C)(C)C)=O)NC1=NC=CC(=C1)CN1C(N[C@@H](C1)C(F)(F)F)=O